FC=1C=C(OC2=CC=C3CCN(CC3=C2)C(=O)C2CCN(CC2)C)C=CC1C(F)(F)F (7-(3-fluoro-4-(trifluoro-methyl)phenoxy)-3,4-dihydroisoquinolin-2(1H)-yl)(1-methylpiperidin-4-yl)methanone